ClC=1C=CC(=C(C1)NC1=NC=NC2=CC(=C(C=C12)NC(C=C)=O)C#CC1[C@@H]2CN(C[C@H]12)C)F N-(4-((5-chloro-2-fluorophenyl)amino)-7-(((1R,5S,6s)-3-methyl-3-azabicyclo[3.1.0]hexan-6-yl)ethynyl)quinazolin-6-yl)acrylamide